2-(3-(2,3-dihydrobenzo[b][1,4]dioxin-6-yl)-3-oxopropyl)isoleucine O1C2=C(OCC1)C=C(C=C2)C(CC[C@](N)([C@@H](C)CC)C(=O)O)=O